(R)-methyl-3-((1-ethyl-1H-1,2,3-triazol-4-yl)-methoxy)-3-(3-(((R)-2-ethyl-2,3-dihydro-benzo[f][1,4]oxazepin-4(5H)-yl)methyl)-4-methylphenyl)-2,2-dimethyl-propanoic acid C[C@](C(C(=O)O)(C)C)(C1=CC(=C(C=C1)C)CN1C[C@H](OC2=C(C1)C=CC=C2)CC)OCC=2N=NN(C2)CC